3-(phenoxycarbonyl)-3,8-diazabicyclo[3.2.1]octane-2-carboxylic acid O(C1=CC=CC=C1)C(=O)N1C(C2CCC(C1)N2)C(=O)O